5-(3-(1-(4-chlorophenyl)-4-oxo-1,3,8-triazaspiro[4.5]decan-8-yl)propyl)pyrrolo[1,2-a]quinoxalin-4(5H)-one ClC1=CC=C(C=C1)N1CNC(C12CCN(CC2)CCCN2C(C=1N(C3=CC=CC=C23)C=CC1)=O)=O